ClC=1C=CC(=C(C1)N1CC(N(CC1=O)C(C(=O)NC1=CC=C(C(=O)O)C=C1)CC1=CC=CC=C1)=O)N1N=CN=C1 4-(2-(4-(5-chloro-2-(1H-1,2,4-triazol-1-yl)phenyl)-2,5-dioxopiperazin-1-yl)-3-phenylpropanamido)benzoic acid